N1CC(C1)CS(=O)(=O)N1C[C@@H]([C@@H](CC1)C1=C(N=C(N1)C1=NC=C(C=C1)F)Cl)C 2-[5-[(3R,4R)-1-(Azetidin-3-ylmethylsulfonyl)-3-methyl-4-piperidyl]-4-chloro-1H-imidazol-2-yl]-5-fluoro-pyridine